CN(C=1C2=C(N=CN1)NC=C2)[C@@H]2C[C@@H](C2)CS(=O)(=O)C2CN(CC2)C(C)C N-methyl-N-[cis-3-({[1-(propan-2-yl)pyrrolidin-3-yl]sulfonyl}methyl)cyclobutyl]-7H-pyrrolo[2,3-d]pyrimidin-4-amine